C(N)(=O)C=1C=C(C(=C2C=C(NC12)C)C1CC(CCC1)NC(OC(C)(C)C)=O)F tert-butyl (3-(7-carbamoyl-5-fluoro-2-methyl-1H-indol-4-yl)cyclohexyl)carbamate